C1(CC1)OC1=CC(=NC=C1)C1=NSC(=N1)NC1=NC=C(C(=C1)C(F)(F)F)C(C)C 3-(4-cycloprop-oxypyridin-2-yl)-N-(5-isopropyl-4-(trifluoromethyl)pyridin-2-yl)-1,2,4-thiadiazol-5-amine